thiooctadecanoic acid sodium salt [Na+].C(CCCCCCCCCCCCCCCCC)(=S)[O-]